CC(C#N)(C)C=1C(=C2C=NN(C2=CC1C)C1OCCCC1)B1OC(C(O1)(C)C)(C)C 2-methyl-2-(6-methyl-1-(tetrahydro-2H-pyran-2-yl)-4-(4,4,5,5-tetramethyl-1,3,2-dioxaborolan-2-yl)-1H-indazol-5-yl)propanenitrile